(3S)-3-{methyl[2-(pyridin-2-yl)-5H,6H,7H-cyclopenta[d]pyrimidin-4-yl]amino}-1-phenylpyrrolidin-2-one CN([C@@H]1C(N(CC1)C1=CC=CC=C1)=O)C=1C2=C(N=C(N1)C1=NC=CC=C1)CCC2